(R)-dimethyl 4,7-dimethyl-5-(3-methyl-4-oxo-3,4-dihydrobenzo[d][1,3,2]diazaborinin-2(1H)-yl)-6-pentyl-1,3-dihydro-2H-indene-2,2-dicarboxylate CC1=C2CC(CC2=C(C(=C1B1N(C(C2=C(N1)C=CC=C2)=O)C)CCCCC)C)(C(=O)OC)C(=O)OC